C1(CC1)C1=CC(=CC=C1)OC1=CC=C(C=C1)[N+](=O)[O-] 1-cyclopropyl-3-(4-nitrophenoxy)benzene